2,5-bis(2-ethylhexyl)-3,6-di(thiophen-2-yl)-2,5-dihydropyrrolo[3,4-c]pyrrole-1,4-dione C(C)C(CN1C(C2=C(N(C(C2=C1C=1SC=CC1)=O)CC(CCCC)CC)C=1SC=CC1)=O)CCCC